N-[3-chloro-4-[4-(3,6-diazabicyclo[3.2.0]heptane-3-carbonyl)piperazine-1-carbonyl]phenyl]-1-methyl-5-[1-prop-2-ynyl-3-(trifluoromethyl)pyrazol-4-yl]imidazole-2-carboxamide ClC=1C=C(C=CC1C(=O)N1CCN(CC1)C(=O)N1CC2CNC2C1)NC(=O)C=1N(C(=CN1)C=1C(=NN(C1)CC#C)C(F)(F)F)C